C1(CCCCC1)NC(=O)C1=CC=C(C=C1)C(=O)NC1CCCCC1 N,N'-dicyclohexyl-1,4-benzenedicarboxamide